C(C)C(CC(COCCOCCOCCOCCOCCOCCOCCOCCOCCO)O)CCCC 2-ethylhexyl-decaethylene glycol